7-(2-((3aR,3bR,4aS,5R,5aS)-5-(4-Amino-7H-pyrrolo[2,3-d]pyrimidin-7-yl)-2,2-dimethyltetrahydro-cyclopropa[3,4]cyclopenta[1,2-d][1,3]dioxol-3b(3aH)-yl)ethyl)quinoxalin-2-amine NC=1C2=C(N=CN1)N(C=C2)[C@@H]2[C@@H]1[C@]([C@@H]3[C@H]2OC(O3)(C)C)(C1)CCC1=CC=C3N=CC(=NC3=C1)N